[Al].[Zn] Zinc-Aluminium